CN1N=CC=C1CN1C=NC=C1N1C=CC=2C1=NC=CC2 (1-methyl-1H-pyrazol-5-ylmethyl-1H-imidazol-5-yl)-1H-pyrrolo[2,3-b]pyridine